C(#N)C1=CN=C2N1C1=CC(=NC=C1C=C2C=2C=NC(=CC2C)[C@H](CCC)O)NC(=O)[C@H]2[C@H](C2)F (1S,2S)-N-(1-cyano-4-(6-((S)-1-hydroxybutyl)-4-methylpyridin-3-yl)imidazo[1,2-a][1,6]naphthyridin-8-yl)-2-fluorocyclopropane-1-carboxamide